CCCCCC(=O)/C=C/[C@H]1C=CC(=O)[C@@H]1CCCCCCC(=O)O The molecule is a member of the class of prostaglandins A obtained by oxidation of the 15-hydroxy group of prostaglandin A1 to the corresponding ketone. It has a role as an Escherichia coli metabolite and a human metabolite. It derives from a prostaglandin A1. It is a conjugate acid of a 15-dehydroprostaglandin A1(1-).